(S)-6-(((2-ethylpyridin-3-yl)(1-(1-(trifluoromethyl)cyclopropyl)-1H-1,2,3-triazol-4-yl)methyl)amino)-4-(neopentylamino)quinoline-3,8-dicarbonitrile C(C)C1=NC=CC=C1[C@@H](C=1N=NN(C1)C1(CC1)C(F)(F)F)NC=1C=C2C(=C(C=NC2=C(C1)C#N)C#N)NCC(C)(C)C